C1CCC2=C(C=3CCCC3C=C12)NC(=O)N=[S@](=O)(N)C1=CC=C(C=C1)CN1CCN(CC1)C (R)-N'-((1,2,3,5,6,7-hexahydro-s-indacen-4-yl)carbamoyl)-4-((4-methylpiperazin-1-yl)-methyl)benzenesulfonimidamide